[N+](=O)([O-])C1=C(COC2=CC=C(C=C2)C=2C=C(C(NC2C(F)(F)F)=O)C(=O)N)C=CC=C1 5-(4-((2-nitrobenzyl)oxy)phenyl)-2-oxo-6-(trifluoromethyl)-1,2-dihydropyridine-3-carboxamide